C(C)(C)(C)C1=CC=C(C=C1)N1C(C2(CC2)C(N1C1=CC=C(C=C1)C(C)(C)C)=O)=O 5,6-bis(4-(tert-butyl)phenyl)-5,6-diazaspiro[2.4]heptane-4,7-dione